Ethyl 1,4-dibromo-6,7-dihydro-5H-cyclopenta[c]pyridine-3-carboxylate BrC1=NC(=C(C2=C1CCC2)Br)C(=O)OCC